COC=1C=C(C=CC1OC)NC1=NC=CC(=N1)N(C(=O)C1(CC1)C(=O)N)C1=CC=C(C=C1)F N-(2-((3,4-dimethoxyphenyl)amino)pyrimidin-4-yl)-N-(4-fluorophenyl)cyclopropane-1,1-dicarboxamide